C(C)(C)(C)C1=CC2=C(OPOC3=C2C=C(C=C3C(C)(C)C)C(C)(C)C)C(=C1)C(C)(C)C 2,4,8,10-tetra-t-butyldibenzo[d,f][1,3,2]dioxaphosphepin